FC1=C2CN(C(C2=CC(=C1C1(CCN(CC1)CC1=C(C=CC(=C1)OC)N1N=CC=C1)O)F)=O)C1C(NC(CC1)=O)=O 3-(4,6-difluoro-5-(4-hydroxy-1-(5-methoxy-2-(1H-pyrazol-1-yl)benzyl)piperidin-4-yl)-1-oxoisoindolin-2-yl)piperidine-2,6-dione